rel-3-(5-(difluoromethyl)-1,3,4-thiadiazol-2-yl)-8-((2S,5S)-5-ethyl-2-(hydroxymethyl)morpholino)-N-(1-methylcyclopropyl)imidazo[1,5-a]pyridine-6-sulfonamide FC(C1=NN=C(S1)C1=NC=C2N1C=C(C=C2N2C[C@H](OC[C@@H]2CC)CO)S(=O)(=O)NC2(CC2)C)F |o1:18,21|